1-(3-(3-(1H-pyrazol-4-yl)quinoxaline-6-carbonyl)-2,4-difluorophenyl)-3-(4-chloro-3-fluorophenyl)urea N1N=CC(=C1)C=1C=NC2=CC=C(C=C2N1)C(=O)C=1C(=C(C=CC1F)NC(=O)NC1=CC(=C(C=C1)Cl)F)F